N-(5-(1H-imidazol-1-yl)pyridin-2-yl)-1-cyanopyrrolidine-3-carboxamide N1(C=NC=C1)C=1C=CC(=NC1)NC(=O)C1CN(CC1)C#N